dibutyl-bis(1-oxo-dodecyloxy)tin C(CCC)[Sn](OC(CCCCCCCCCCC)=O)(OC(CCCCCCCCCCC)=O)CCCC